(trans)-2-(3,4-dihydroxyphenyl)-5,7-dihydroxy-3-methoxychroman-4-one OC=1C=C(C=CC1O)[C@@H]1OC2=CC(=CC(=C2C([C@H]1OC)=O)O)O